N-(6-(4-cyclopropylphenyl)thiazolo[4,5-b]pyrazin-2-yl)-5'-methoxy-2',6-dimethyl-[4,4'-bipyridine]-3-carboxamide C1(CC1)C1=CC=C(C=C1)C=1N=C2C(=NC1)N=C(S2)NC(=O)C=2C=NC(=CC2C2=CC(=NC=C2OC)C)C